NC([C@H](CC)NC(C(C(CCC)CO)S(=O)(=O)C1=CC=C(C)C=C1)=O)=O N-((S)-1-amino-1-oxobutan-2-yl)-3-(hydroxymethyl)-2-p-toluenesulfonyl-hexanamide